N[C@H](C(=O)N[C@H](C(=O)OC)CCCNC(=O)OCC1=CC=CC=C1)C1CC1 methyl (2s)-2-[(2s)-2-amino-2-cyclopropylacetamido]-5-{[(benzyloxy)carbonyl]amino}pentanoate